(R)-N-hydroxy-3-(1H-indol-3-yl)-2-(4-((5-phenylthiophene-2-sulfonamido)methyl)-1H-1,2,3-triazol-1-yl)propenamide ONC(C(=CC1=CNC2=CC=CC=C12)N1N=NC(=C1)CNS(=O)(=O)C=1SC(=CC1)C1=CC=CC=C1)=O